6-(Methylthio)-4-phenyl-3-(phenylethynyl)-2-(trifluoromethyl)quinoline CSC=1C=C2C(=C(C(=NC2=CC1)C(F)(F)F)C#CC1=CC=CC=C1)C1=CC=CC=C1